1-mercapto-1,2-ethylene glycol SC(CO)O